4-(4-(2,5-Diazabicyclo[2.2.2]octan-2-yl)-8-fluoro-2-((tetrahydro-1H-pyrrolizin-7a(5H)-yl)methoxy-d2)pyrido[4,3-d]pyrimidin-7-yl)-5-ethyl-6-fluoronaphthalen-2-ol C12N(CC(NC1)CC2)C=2C1=C(N=C(N2)OC([2H])([2H])C23CCCN3CCC2)C(=C(N=C1)C1=CC(=CC2=CC=C(C(=C12)CC)F)O)F